FC=1C(=CC2=C(NC(=N2)OC)C1)N1CCOCC1 4-(6-fluoro-2-methoxy-1H-benzo-[d]imidazol-5-yl)morpholine